2,5-dipropoxybenzyl bromide C(CC)OC1=C(CBr)C=C(C=C1)OCCC